COC1=CC=C(CC2(C(=O)NC3=CC(=C(C(=C3)OC)OC)OC)CC=C(C(=O)N(CCNC)C)C=C2)C=C1 1-(4-methoxybenzyl)-N4-methyl-N4-(2-(methylamino)ethyl)-N1-(3,4,5-trimethoxyphenyl)terephthalamide